N-acetyl-citrullinamide C(C)(=O)NC([C@@H](N)CCCNC(=O)N)=O